N-(3-acrylamidopropyl)-[2,2'-bipyridyl]-5-carboxamide C(C=C)(=O)NCCCNC(=O)C=1C=CC(=NC1)C1=NC=CC=C1